(5,6-bis(benzyloxy)pyrimidin-4-yl)methylamine C(C1=CC=CC=C1)OC=1C(=NC=NC1OCC1=CC=CC=C1)CN